(E)-3-(4-chlorophenyl)-2-phenylacrylaldehyde ClC1=CC=C(C=C1)/C=C(/C=O)\C1=CC=CC=C1